amino-2-(3,5-dimethyl-4-((2'-oxospiro[cyclopropane-1,3'-indolin]-5'-yl)methyl)phenyl)-1,2,4-triazine-3,5(2H,4H)-dione NN1C(N(N=CC1=O)C1=CC(=C(C(=C1)C)CC=1C=C2C3(C(NC2=CC1)=O)CC3)C)=O